ClC1C(N2[C@H](CC[C@@H]2CC1)C1=CC=C(C=C1)F)=O (3r,8ar)-6-chloro-3-(4-fluorophenyl)hexahydroindolizin-5(1H)-one